C(C=C)(=O)N1C[C@H](C[C@@H]1COC)C1=CC(=C(N1)C(=O)N)C#CC1=C(C(=CC(=C1F)OC)OC)F 5-((3s,5r)-1-propenoyl-5-(methoxymethyl)pyrrolidin-3-yl)-3-((2,6-difluoro-3,5-dimethoxyphenyl)ethynyl)-1H-pyrrole-2-carboxamide